4,8-bis(4-chlorophenyl)-2,3,6,7-tetrahydro-s-indacene-1,5-dione ClC1=CC=C(C=C1)C1=C2CCC(C2=C(C=2CCC(C12)=O)C1=CC=C(C=C1)Cl)=O